Cl.C1(CCC1)CNCC=1NC2=CC(=CC=C2C1)CNC(C1=CN=CC(=C1)N1CCCC1)=O N-((2-(((cyclobutylmethyl)amino)methyl)-1H-indole-6-yl)methyl)-5-(pyrrolidin-1-yl)nicotinamide hydrochloride